Tert-butyl 4-[(1r,4r)-4-[1-(2,6-dioxopiperidin-3-yl)-3-methyl-2-oxo-1,3-benzodiazol-5-yl]cyclohexyl]piperazine-1-carboxylate O=C1NC(CCC1N1C(N(C2=C1C=CC(=C2)C2CCC(CC2)N2CCN(CC2)C(=O)OC(C)(C)C)C)=O)=O